FC(C=1N(C=CN1)C1CC(C1)O)(F)F 3-(2-(trifluoromethyl)-1H-imidazol-1-yl)cyclobutan-1-ol